di(pent-4-en-1-yl)diphenylphosphonium bromide [Br-].C(CCC=C)[P+](C1=CC=CC=C1)(C1=CC=CC=C1)CCCC=C